COC1=C(C=CC=C1)S(=O)(=O)NC=1C=C2CN(C(NC2=CC1)=O)C 2-Methoxy-N-(3-methyl-2-oxo-1,2,3,4-tetrahydro-quinazolin-6-yl)-benzenesulfonamide